OCCCN1C2=CC=CC=C2SC=2C=CC=CC12 10-(3-hydroxypropyl)phenothiazine